3-(4-fluoro-3-hydroxyphenyl)-3-oxopropanenitrile FC1=C(C=C(C=C1)C(CC#N)=O)O